2-acrylamido-2-methylpropan C(C=C)(=O)NC(C)(C)C